5-chloro-2-phenylbenzo[d]oxazole ClC=1C=CC2=C(N=C(O2)C2=CC=CC=C2)C1